C1(=CC=CC=C1)N1C(C=2C(C1=O)=CC=CC2)=N N-phenylphthalimide imine